(2S,4S)-1-acryloyl-4-(8-chloro-4-(3-(dimethylamino)azetidin-1-yl)-6-fluoro-7-(3-hydroxynaphthalen-1-yl)-1H-imidazo[4,5-c]quinolin-1-yl)piperidine-2-carboxamide C(C=C)(=O)N1[C@@H](C[C@H](CC1)N1C=NC=2C(=NC=3C(=C(C(=CC3C21)Cl)C2=CC(=CC1=CC=CC=C21)O)F)N2CC(C2)N(C)C)C(=O)N